5-(4-chlorophenyl)-4,6-diphenylpyrimidine ClC1=CC=C(C=C1)C=1C(=NC=NC1C1=CC=CC=C1)C1=CC=CC=C1